C(C)(=O)NC=1C=C(C(=CC1)C=CC=1C(=CC(=CC1)N1C(C=CC1=O)=O)S(=O)(=O)O)S(=O)(=O)O 4-acetamido-4'-maleimidylstilbene-2,2'-disulfonic acid